tert-butyl 4-(7-difluoromethyl-1,2,3,4-tetrahydroquinoline-6-yl)-3,6-dihydro-2H-pyridine-1-carboxylate FC(C1=C(C=C2CCCNC2=C1)C=1CCN(CC1)C(=O)OC(C)(C)C)F